undeca-4-ene CCCC=CCCCCCC